CC1=C(C=C(C(=O)NCC2=NC=C3C=CC(=NC3=C2)C2=CC(CCC2)C(=O)OCC)C=C1)S(=O)(=O)C ethyl 3-(7-((4-methyl-3-(methylsulfonyl)benzamido)methyl)-1,6-naphthyridin-2-yl)cyclohex-2-ene-1-carboxylate